3-bromo-4-(4-chlorobenzyl)-5-methoxy-4H-1,2,4-triazole BrC1=NN=C(N1CC1=CC=C(C=C1)Cl)OC